O[C@H]1C[C@H](CC[C@@H]1N[C@@H](C)C1=CC=CC=C1)NC(OC(C)(C)C)=O tert-butyl ((1S,3S,4s)-3-hydroxy-4-(((s)-1-phenylethyl)amino)cyclohexyl)carbamate